FC1C(OC2=CC(=CC=C2C1)OC)=O 3-fluoro-7-methoxychromanone